Di-palmitoylglycerol C(CCCCCCCCCCCCCCC)(=O)C(C(C(O)C(CCCCCCCCCCCCCCC)=O)O)O